N1(CCCCC1)C1CCN(CC1)C(=O)OC1=C2N(N=CC1=O)[C@H]([C@@H]1N(C2=O)CCC1)[C@H](C1=CC(=CC=C1)F)C1=C(C(=CC=C1)F)F (9aR,10S)-10-((R)-(2,3-difluorophenyl)(3-fluorophenyl)methyl)-3,5-dioxo-3,5,8,9,9a,10-hexahydro-7H-pyrrolo[1',2':4,5]pyrazino[1,2-b]pyridazin-4-yl [1,4'-bipiperidine]-1'-carboxylate